3-(5-((1S,5R)-3-(8-cyanoquinolin-5-yl)-5-(trifluoromethyl)-3-azabicyclo[3.1.0]hexan-1-yl)-1,3,4-oxadiazol-2-yl)-3-fluoropyrrolidine-1-carboxylic acid tert-butyl ester C(C)(C)(C)OC(=O)N1CC(CC1)(F)C=1OC(=NN1)[C@@]12CN(C[C@]2(C1)C(F)(F)F)C1=C2C=CC=NC2=C(C=C1)C#N